C1(=CC=CC=C1)NN=CC1=CC=C(C=C1)C(C)(C)C 4-tert-butylbenzaldehyde phenylhydrazone